Hydroxy-eicosatetraenoic acid OC(C(=O)O)=CC=CC=CC=CCCCCCCCCCCC